tri-glycine magnesium [Mg].NCC(=O)O.NCC(=O)O.NCC(=O)O